2,3-di(2'-hydroxyethyl)-cyclohexan-1-ol OCCC1C(CCCC1CCO)O